C(C)(=O)OC[C@@H](NC([C@@H](NC(C1=CC=CC=C1)=O)CC1=CC=C(C=C1)F)=O)CC1=CC=C(C=C1)F N-(N-benzoyl-L-p-fluorophenylalanyl)-L-p-fluorophenylalaninol acetate